6-((4-chloro-2-fluorobenzyl)oxy)-1',2',3',6'-tetrahydro-2,4'-bipyridine hydrochloride Cl.ClC1=CC(=C(COC2=CC=CC(=N2)C=2CCNCC2)C=C1)F